Imidazolol N1C(=NC=C1)O